FC(C1=NC2=C(N1C1=NC(=NC(=N1)N1CCOCC1)N1CCN(CC1)C(CN1CCOCC1)=O)C=CC=C2)F 2-{4-{4-[2-(difluoromethyl)-1H-benzo[d]imidazol-1-yl]-6-morpholino-1,3,5-triazin-2-yl}piperazin-1-yl}-2-oxoethylmorpholin